4-bromo-5-(((1-(3-(2,3-dichlorophenyl)-1H-pyrazolo[3,4-b]pyrazin-6-yl)-4-methylpiperidin-4-yl)amino)methyl)-2-(2,6-dioxopiperidin-3-yl)isoindoline-1,3-dione BrC1=C2C(N(C(C2=CC=C1CNC1(CCN(CC1)C1=CN=C2C(=N1)NN=C2C2=C(C(=CC=C2)Cl)Cl)C)=O)C2C(NC(CC2)=O)=O)=O